methyl 4-[3-[4-(4-bromophenyl)piperazin-1-yl]azetidin-1-yl]-2-formyl-6-methoxy-benzoate BrC1=CC=C(C=C1)N1CCN(CC1)C1CN(C1)C1=CC(=C(C(=O)OC)C(=C1)OC)C=O